hexyl-(4-hydroxybutyl)dimethylammonium C(CCCCC)[N+](C)(C)CCCCO